(5-amino-1,3,4-oxadiazole-2-yl)dinitromethane potassium salt [K].NC1=NN=C(O1)C([N+](=O)[O-])[N+](=O)[O-]